phenyl(benzanthracenyl)anthracene-d8 C1(=CC=CC=C1)C1=C2C(=C(C(=C(C2=C(C=2C(=C(C(=C(C12)[2H])[2H])[2H])[2H])[2H])[2H])[2H])[2H])C1=CC=CC=2C=CC=3C=C4C=CC=CC4=CC3C21